OC1=C(C(=CC(=C1)C(C)(C)CC)C(C)(C)CC)N1N=C2C(=N1)C=CC=C2 2-(2'-hydroxy-4',6'-di-tert-pentylphenyl)-2H-benzo-triazole